FC(C1=CC(=C(C(=O)NC=2C(=NC(=CC2)OC)C)C=C1)NC1=C(C=C(C=C1)F)C(C)C)F 4-(difluoromethyl)-2-((4-fluoro-2-isopropylphenyl)amino)-N-(6-methoxy-2-methylpyridin-3-yl)benzamide